CC1=NC(=CC=C1S(=O)(=O)N1CC2(C1)CN(C2)C2CCOCC2)C(C(F)(F)F)(F)F 2-((2-methyl-6-(perfluoroethyl)pyridin-3-yl)sulfonyl)-6-(tetrahydro-2H-pyran-4-yl)-2,6-diazaspiro[3.3]heptane